2-(4-(2-(2,6-dimethylpyridin-4-yl)-3-isopropyl-1H-indol-5-yl)piperidin-1-yl)acetic acid CC1=NC(=CC(=C1)C=1NC2=CC=C(C=C2C1C(C)C)C1CCN(CC1)CC(=O)O)C